3-methyl-1,2-butadiene CC(=C=C)C